2,2-difluoro-2-(6-methoxypyridin-3-yl)acetamide FC(C(=O)N)(C=1C=NC(=CC1)OC)F